C(CCCCCCCCCCCCCCC(C)C)(=O)O.C(CCCCCCCCCCCCCCC(C)C)(=O)O.OCC(O)CO.OCC(O)CO.OCC(O)CO Triglycerol diisostearate